(1R,3S,5R)-2-(2-(3-acetyl-5-(2-methylpyrimidin-5-yl)-1H-pyrazolo[3,4-c]pyridin-1-yl)acetyl)-N-(6-bromo-3-methylpyridin-2-yl)-5-ethyl-2-azabicyclo[3.1.0]hexane-3-carboxamide C(C)(=O)C1=NN(C2=CN=C(C=C21)C=2C=NC(=NC2)C)CC(=O)N2[C@@H]1C[C@@]1(C[C@H]2C(=O)NC2=NC(=CC=C2C)Br)CC